COC=1C=C2C(=NC=NC2=CC1OC)N1CC(C1)CCC(=O)OCC ethyl 3-(1-(6,7-dimethoxyquinazolin-4-yl)azetidin-3-yl)propanoate